2-(1-benzyl-1H-1,2,3-triazol-4-yl)acetic acid C(C1=CC=CC=C1)N1N=NC(=C1)CC(=O)O